3-methyl-amino-1,2-propanediol CCC(C(O)N)O